tert-Butyl ((2-(((1S*,2S*)-2-(2-hydroxyethyl)cyclohexyl)oxy)-4-methylphenyl)sulfonyl)-L-prolinate OCC[C@H]1[C@H](CCCC1)OC1=C(C=CC(=C1)C)S(=O)(=O)N1[C@@H](CCC1)C(=O)OC(C)(C)C |o1:3,4|